ClC=1C=C(C=CC1)C(=CC(=O)[O-])C.[Na+] sodium 3-m-chlorophenyl-2-butenoate